N4-(1,3-benzodioxol-5-ylmethyl)-6-(3-methoxyphenyl)-2,4-pyrimidinediamine hydrochloride Cl.O1COC2=C1C=CC(=C2)CNC2=NC(=NC(=C2)C2=CC(=CC=C2)OC)N